BrC1=CC=C(C=C1)C=1OC2=C(N1)C1=CC=CC=C1C=C2 2-(4-bromophenyl)naphtho[1,2-d]oxazole